COC1=C(C=CC(=C1)OC)C1=C2C=C(C(C=3C=CC=C(C=C1)C32)=O)O 4-(2,4-Dimethoxyphenyl)-2-hydroxy-1H-phenalen-1-one